6-bromo-4-((3-fluoropyridin-2-yl)(tetrahydro-2H-pyran-4-yl)methyl)-1-methyl-1,4-dihydropyrrolo[2',3':4,5]Pyrrolo[3,2-b]Pyridine-2-carboxylic acid methyl ester COC(=O)C1=CC2=C(C3=NC=C(C=C3N2C(C2CCOCC2)C2=NC=CC=C2F)Br)N1C